C(C=C)[C@@]1([C@H](O)[C@H](O)[C@@H](CO)O1)N1C(=O)N=C(N)C=C1 allylcytidine